NCC=1C=CC(=NC1)C1=C(C=C(C#N)C=C1)OC=1N(N=C(C1)C(C)C)C 4-[5-(aminomethyl)pyridin-2-yl]-3-(2-methyl-5-propan-2-yl-pyrazol-3-yl)oxybenzonitrile